6-chloro-3-(1H-pyrazol-4-yl)-2-(5-(trifluoromethyl)-1H-1,2,4-triazol-3-yl)-1H-indol-7-ol ClC1=CC=C2C(=C(NC2=C1O)C1=NNC(=N1)C(F)(F)F)C=1C=NNC1